1-Ethyl-2-butylpiperidinium fluorid [F-].C(C)[NH+]1C(CCCC1)CCCC